(4aS,9aR)-5-fluoro-7-(trifluoromethyl)-2,3,4,4a,9,9a-hexahydroindeno[2,1-b][1,4]oxazine hydrogen chloride Cl.FC1=CC(=CC=2C[C@H]3OCCN[C@H]3C12)C(F)(F)F